Benzene-1-sulfonamide hydrochloride Cl.C1(=CC=CC=C1)S(=O)(=O)N